2-methyl-N-(3-(methylcarbamoyl)oxetan-3-yl)-5-((4-methylthiazol-5-yl)methoxy)benzofuran-3-carboxamide CC=1OC2=C(C1C(=O)NC1(COC1)C(NC)=O)C=C(C=C2)OCC2=C(N=CS2)C